FC1=C(C=CC(=C1)C1=C(COC2=C1C=CC(=C2)O)C2CCOCC2)N2CCC(CC2)C=O 1-(2-fluoro-4-((3R,4R)-7-hydroxy-3-(tetrahydro-2H-pyran-4-yl)benzopyran-4-yl)phenyl)piperidine-4-carbaldehyde